5-(3-chloro-5-methyl-5,6-dihydro-7H-pyrrolo[2,3-c]pyridazin-7-yl)bicyclo[3.1.1]heptan-1-ol ClC1=CC2=C(N=N1)N(CC2C)C21CCCC(C2)(C1)O